6-FORMYLPYRIDINE-3-BORONIC ACID C(=O)C1=CC=C(C=N1)B(O)O